tert-butyl spiro[2.5]oct-6-ylcarbamate C1CC12CCC(CC2)NC(OC(C)(C)C)=O